N1=CC=C(C=C1)C=1SC(=CC1)C1=CC=CC2=CC=CC=C12 2-(4-pyridinyl)-5-naphthyl-thiophene